ClC1=NC=CC(=N1)C1=CNC2=CC=CC=C12 3-(2-Chloropyrimidin-4-yl)-1H-indole